(1E)-ethanal oxime C(\C)=N/O